(2R,5S)-5-Methyl-2-[3-[[(2S)-1-methylpyrrolidin-2-yl]methoxy]phenyl]piperidine C[C@H]1CC[C@@H](NC1)C1=CC(=CC=C1)OC[C@H]1N(CCC1)C